O=C(CCC1CCN(CC1)C(=O)OC(C)(C)C)C tert-butyl 4-(3-oxobutyl)piperidine-1-carboxylate